C(C1=CC=CC=C1)OCC=1C(=NN2C1N=CC=C2C2CN(CCC2)CC2=CC=CC=C2)C ((benzyloxy)methyl)-7-(1-benzylpiperidin-3-yl)-2-methylpyrazolo[1,5-a]pyrimidine